C(C)(C)(C)OC(=O)N1CCC(CC1)C[C@H](C(=O)O)C |r| (rac)-3-(1-(tert-butoxycarbonyl)piperidin-4-yl)-2-methylpropanoic acid